C(C)(C)(C)OC(=O)N1[C@H](CN([C@@H](C1)C)C1(CC1)C1=CC=C(C=C1)F)C (2S,5R)-4-(1-(4-fluorophenyl)cyclopropyl)-2,5-dimethylpiperazine-1-carboxylic acid tert-butyl ester